CC=1NC(C2=C(N1)NC=C2)=O methyl-3,7-dihydro-4H-pyrrolo[2,3-d]pyrimidin-4-one